tert-butyl (3R)-3-[(4-iodo-2-pyridyl)amino]piperidine-1-carboxylate IC1=CC(=NC=C1)N[C@H]1CN(CCC1)C(=O)OC(C)(C)C